5-[4-(1,3-Dioxolan-2-yl)butoxy]-2-(2,6-dioxopiperidin-3-yl)isoindoline O1C(OCC1)CCCCOC=1C=C2CN(CC2=CC1)C1C(NC(CC1)=O)=O